ClC1=CC=C(C(=N1)C(=O)OC(C)(C)C)N[C@H](C)C=1C=C(C=C2C(C(=C(OC12)C1=C(C=CC=C1)F)C)=O)C tert-Butyl 6-chloro-3-[[(1R)-1-[2-(2-fluorophenyl)-3,6-dimethyl-4-oxo-chromen-8-yl]ethyl]amino]pyridine-2-carboxylate